6-chloro-N-[2-(2-chloro-4-methylphenyl)-2,2-difluoroethyl]-3-(3-cyclopropyl-2-fluorophenoxy)-5-methylpyridazine ClC1=C(C=C(NN1CC(F)(F)C1=C(C=C(C=C1)C)Cl)OC1=C(C(=CC=C1)C1CC1)F)C